C(C=C)(=O)N1C[C@@H](N(CC1)C=1C2=C(N(C(N1)=O)C=1C(=NC=CC1SC)C(C)C)N=C(C(=C2)F)C2=C(C=CC=C2O)F)C ((S)-4-propenoyl-2-methylpiperazin-1-yl)-6-fluoro-7-(2-fluoro-6-hydroxyphenyl)-1-(2-isopropyl-4-(methylthio)pyridin-3-yl)pyrido[2,3-d]pyrimidin-2(1H)-one